tert-butyl 2-[1-benzenesulfonamido-2-(3-cyanophenyl)ethyl]-4H,5H,6H,7H-[1,3]thiazolo[5,4-c]pyridine-5-carboxylate C1(=CC=CC=C1)S(=O)(=O)NC(CC1=CC(=CC=C1)C#N)C=1SC=2CN(CCC2N1)C(=O)OC(C)(C)C